3-((6-methoxypyridin-3-yl)methyl)-3,6-diazabicyclo[3.1.1]heptane dihydrochloride Cl.Cl.COC1=CC=C(C=N1)CN1CC2NC(C1)C2